C(C)(C)N1N=C(C=C1C1[C@H]2CC(C[C@@H]12)=O)C=1C=NC=C(C1)C(F)(F)F (1r,5s,6r)-6-(1-isopropyl-3-(5-(trifluoromethyl)pyridin-3-yl)-1H-pyrazol-5-yl)bicyclo[3.1.0]hexane-3-one